NC1=NC=2C=C(C(=CC2C2=C1C=NN2C)C(=O)N(C2COC1=C2C=CC(=C1)C#CC=1C=NN(C1)C)CC)Cl 4-amino-7-chloro-N-ethyl-1-methyl-N-(6-((1-methyl-1H-pyrazol-4-yl)ethynyl)-2,3-dihydrobenzofuran-3-yl)-1H-pyrazolo[4,3-c]quinoline-8-carboxamide